((phenylphosphinediyl)bis(ethane-2,1-diyl))bis(diphenylphosphine) C1(=CC=CC=C1)P(CCP(C1=CC=CC=C1)C1=CC=CC=C1)CCP(C1=CC=CC=C1)C1=CC=CC=C1